4-(2-Carboxy-5-((((3,5-dimethyladamantan-1-yl)carbamoyl)oxy)amino)-5-oxopentyl)benzoic acid C(=O)(O)C(CC1=CC=C(C(=O)O)C=C1)CCC(=O)NOC(NC12CC3(CC(CC(C1)C3)(C2)C)C)=O